FC1=C(OC2OC=CC=C2)C=CC=C1F 2-(2,3-difluorophenoxy)pyran